NCC(=O)O.NC(CCC)C1=NC=CN1C 1-aminobutyl-3-methylimidazole glycinate